COC=1N=NC=CC1N1N=C(C(=C1C)[N+](=O)[O-])OCCCO 3-((1-(3-methoxypyridazin-4-yl)-5-methyl-4-nitro-1H-pyrazol-3-yl)oxy)propan-1-ol